3-(3-bromo-5-chloro-2-(difluoromethoxy)phenyl)-5-(2,6-difluorophenyl)-4-methyl-4H-1,2,4-triazole methyl-3-bromo-5-chloro-2-hydroxy-benzoate COC(C1=C(C(=CC(=C1)Cl)Br)O)=O.BrC=1C(=C(C=C(C1)Cl)C1=NN=C(N1C)C1=C(C=CC=C1F)F)OC(F)F